FC1=C(C=C(CC2=NNC(C3=CC=CC=C23)=O)C=C1)C(=O)N1CC=2N(CC1)C(=NN2)C(F)(F)F 4-(4-Fluoro-3-(3-(trifluoromethyl)-5,6,7,8-tetrahydro-[1,2,4]triazolo[4,3-a]pyrazine-7-carbonyl)benzyl)phthalazin-1(2H)-one